NCC#CC1=C(C(=O)OC)C=CC(=C1)N1CCC(CC1)NC(C[C@H]1C=2N(C3=C(C(=N1)C1=CC=C(C=C1)Cl)C(=C(S3)C)C)C(=NN2)C)=O methyl (S)-2-(3-aminoprop-1-yn-1-yl)-4-(4-(2-(4-(4-chlorophenyl)-2,3,9-trimethyl-6H-thieno[3,2-f][1,2,4]triazolo[4,3-a][1,4]diazepin-6-yl)acetamido)piperidin-1-yl)benzoate